OCCCNC(CC)=O N-(3-hydroxypropyl)propionamide